2-(trans-4-(dimethylamino)cyclohexyl)-2,4-dimethyl-N-((6-methyl-4-(methylthio)-2-oxo-1,2-dihydropyridin-3-yl)methyl)benzo[d][1,3]dioxole-5-Carboxamide CN([C@@H]1CC[C@H](CC1)C1(OC2=C(O1)C=CC(=C2C)C(=O)NCC=2C(NC(=CC2SC)C)=O)C)C